O=C1NC(CCC1N1C(N(C2=C1C=CC(=C2)N2CCC(CC2)N(C)C[C@@H]2CN(CC2)C(=O)OC(C)(C)C)C)=O)=O tert-butyl (3R)-3-[({1-[1-(2,6-dioxopiperidin-3-yl)-3-methyl-2-oxo-1,3-benzodiazol-5-yl]piperidin-4-yl}(methyl)amino)methyl]pyrrolidine-1-carboxylate